BrC=1C=C(C=CC1)C(C(=O)O)(F)F 2-(3-bromophenyl)-2,2-difluoroacetic acid